C(C)(C)(C)OC(=O)NC1=CC=C(C=C1)C1=CC=C(C=C1)C(=O)NC(C(=O)NC(C(=O)OC)=C)=C methyl 2-(2-(4'-((tert-butoxycarbonyl)amino)-[1,1'-biphenyl]-4-carboxamido)acrylamido)acrylate